4-Amino-1-(6-(1-hydroxyethyl)pyridin-3-yl)-2-oxo-7-(trifluoromethyl)-1,2-dihydro-1,8-naphthyridine-3-carboxylic acid methyl ester COC(=O)C=1C(N(C2=NC(=CC=C2C1N)C(F)(F)F)C=1C=NC(=CC1)C(C)O)=O